6-((3-Bromobenzyl)oxy)-2,2-dimethyl-4H-benzo[d][1,3]dioxin-4-one BrC=1C=C(COC2=CC3=C(OC(OC3=O)(C)C)C=C2)C=CC1